N-benzyl-2-hydroxy-N-(2-hydroxyethyl)-N-methylethanaminium C(C1=CC=CC=C1)[N+](CCO)(C)CCO